SC1=CC=2C3=CC(=C(C=C3C3=CC(=C(C=C3C2C=C1OCCCC)OCCCC)OCCCC)OCCCC)OCCCC 2-mercapto-3,6,7,10,11-pentabutoxytriphenylene